NC1=C(C=C2N3CCC[C@H]3CCCCCC(C3=NN=C(C1=N2)O3)(O)C(F)(F)F)OC (12R)-20-amino-19-methoxy-6-(trifluoromethyl)-22-oxa-3,4,16,21-tetraazatetracyclo[15.3.1.12,5.012,16]docosa-1(21),2,4,17,19-penta-en-6-ol